(R)-1-(2,5-difluoropyridin-3-yl)ethyl (4-(5-acetamidopyridin-2-yl)-1-methyl-1H-1,2,3-triazol-5-yl)carbamate C(C)(=O)NC=1C=CC(=NC1)C=1N=NN(C1NC(O[C@H](C)C=1C(=NC=C(C1)F)F)=O)C